(2-(3,8-diazabicyclo[3.2.1]octan-8-yl)-6,7-dihydrothiazolo[5,4-c]pyridin-5(4H)-yl)(1-phenoxycyclopropyl)methanone C12CNCC(CC1)N2C=2SC=1CN(CCC1N2)C(=O)C2(CC2)OC2=CC=CC=C2